(S)-4-(7-((5-methoxy-7-methyl-1H-indol-4-yl)methyl)-2-oxa-7-azaspiro[3.5]nonan-6-yl)benzoic acid COC=1C(=C2C=CNC2=C(C1)C)CN1[C@@H](CC2(COC2)CC1)C1=CC=C(C(=O)O)C=C1